[5-(cyclohexylmethyl)-7-propan-2-ylpyrazolo[1,5-a]pyrimidin-2-yl]-[4-(2-methoxyethyl)-2,2-dimethylpiperazin-1-yl]methanone C1(CCCCC1)CC1=NC=2N(C(=C1)C(C)C)N=C(C2)C(=O)N2C(CN(CC2)CCOC)(C)C